N-(1-([1,1'-biphenyl]-4-yl)vinyl)-N-benzylacetamide C1(=CC=C(C=C1)C(=C)N(C(C)=O)CC1=CC=CC=C1)C1=CC=CC=C1